N1N=C(C=C1)C(=O)OC methyl pyrazolecarboxylate